morpholine-3,4-dicarboxylic acid 4-tert-butyl ester C(C)(C)(C)OC(=O)N1C(COCC1)C(=O)O